COC(CCC\C=C/C[C@@H]1[C@H]([C@@H](C[C@@H]1O)O)CC[C@H](CCC1=CC=CC=C1)O)=O (Z)-7-((1R,2R,3R,5S)-3,5-dihydroxy-2-((R)-3-hydroxy-5-phenylpentyl)cyclopentyl)hept-5-enoic acid methyl ester